C(CCCCCCCCCCCCCCC)[N+](C)(C)C CetylTriMethylAmmonium